(3-{6-azaspiro[2.5]oct-6-yl}-4-{4-[2-(4,4-difluoropiperidin-1-yl)-6-methoxypyrimidin-4-yl]-1H-imidazol-1-yl}phenyl)-2-hydroxyethane-1-sulfonamide C1CC12CCN(CC2)C=2C=C(C=CC2N2C=NC(=C2)C2=NC(=NC(=C2)OC)N2CCC(CC2)(F)F)C(CO)S(=O)(=O)N